CN(C(/C=C/C(=O)OCC)C1=CC=CC=C1)C ethyl (E)-4-(dimethylamino)-4-phenylbut-2-enoate